C(C)(C)(C)OC(=O)NC1CCC(CC1)(C)CC(=O)O 2-(4-((tert-butoxycarbonyl)amino)-1-methylcyclohexyl)acetic acid